5-chloropyrido[3,4-b]Pyrazine ClC1=NC=CC=2C1=NC=CN2